4-((4-(4-fluorophenyl)piperazin-1-yl)methyl)-N-hydroxybenzoamide FC1=CC=C(C=C1)N1CCN(CC1)CC1=CC=C(C(=O)NO)C=C1